(4-(diphenylamino)phenyl)methanol C1(=CC=CC=C1)N(C1=CC=C(C=C1)CO)C1=CC=CC=C1